FC1(CC=2C3(C4=CC=CC=C4C2C=C1)C1=CC=CC=C1C=1C=CC=CC13)F 2,2-difluoro-9,9-spirobifluorene